FS(=O)(=O)NC(=N)N fluoro-sulfonyl-guanidine